2-aminoethyl α-D-mannopyranosyl-(1→3)-[α-D-mannopyranosyl-(1→6)]-β-D-mannopyranoside [C@H]1([C@@H](O)[C@@H](O)[C@H](O)[C@H](O1)CO)O[C@@H]1[C@@H]([C@H](OCCN)O[C@@H]([C@H]1O)CO[C@@H]1[C@@H](O)[C@@H](O)[C@H](O)[C@H](O1)CO)O